C1(CC1)C(N1N=CC(=C1)C=1C=C(C(N(C1)C)=O)C)C1=CC=CC=C1 5-(1-(cyclopropyl-(phenyl)methyl)-1H-pyrazol-4-yl)-1,3-dimethyl-pyridin-2(1H)-one